N1=C(C=CC=C1)N1C(C=CC=C1)=O 1-[2-pyridyl]-2-pyridone